tert-butyl O5'-methyl trans-4-hydroxy-2'-oxo-spiro[cyclohexane-1,3'-pyrrolo[3,2-b]pyridine]-1',5'-dicarboxylate OC1CCC2(C(N(C=3C2=NC(=CC3)C(=O)OC)C(=O)OC(C)(C)C)=O)CC1